2-[[4-(3-methyl-[1,2,4]triazolo[4,3-a]pyridin-6-yl)-1-oxo-isoindolin-2-yl]methyl]prop-2-enenitrile CC1=NN=C2N1C=C(C=C2)C2=C1CN(C(C1=CC=C2)=O)CC(C#N)=C